potassium (4-vinylphenoxide) C(=C)C1=CC=C([O-])C=C1.[K+]